5-chloro-2-[(6-chloro-3-thiomorpholinylsulfonyl-4-quinolinyl)amino]benzoic acid ClC=1C=CC(=C(C(=O)O)C1)NC1=C(C=NC2=CC=C(C=C12)Cl)S(=O)(=O)N1CCSCC1